(3-fluoro-2-methylphenyl)(2,6-diazaspiro[3.3]hept-2-yl)methanone FC=1C(=C(C=CC1)C(=O)N1CC2(C1)CNC2)C